fluorophosphine manganese [Mn].FP